5-(trifluoromethylsulfonyl)benzoate FC(S(=O)(=O)C=1C=CC=C(C(=O)[O-])C1)(F)F